2-hydroxy-5,6-dihydropyrimido[4,5-e]indolizine-7-carboxylic acid ethyl ester C(C)OC(=O)C=1C=CN2C3=C(CCC12)C=NC(=N3)O